dihydro-1H-isoquinoline-6,7-diol C1NCCC2=CC(=C(C=C12)O)O